[Na].C(=O)(C=C)C(N(C)C)CS(=O)(=O)O (acryl-dimethyl-taurine) sodium